C1(=CC=CC=C1)/C=C/CCCOO trans-5-Phenyl-4-pentenylhydroperoxide